BrC1=CC=C(C=C1)C12CNCC(CN(C1)C)O2 (4-bromophenyl)-7-methyl-9-oxa-3,7-diazabicyclo[3.3.1]nonane